(1R,4S)-N,1-dimethyl-7-(trifluoromethyl)isochroman-4-amine CN[C@@H]1CO[C@@H](C2=CC(=CC=C12)C(F)(F)F)C